IC=1C=NN2C1C=C(C=C2)NC(=O)C2=CN(C1=CC=C(C=C21)OC)C(=O)OC(C)(C)C tert-butyl 3-((3-iodopyrazolo[1,5-a]pyridin-5-yl) carbamoyl)-5-methoxy-1H-indole-1-carboxylate